2-Chloro-4-((S)-8-(4-(4-((4-(3-(((S)-2,6-dioxo-piperidin-3-yl)amino)-phenyl)piperidin-1-yl)-methyl)piperidine-1-carbonyl)phenyl)-3-methyl-2,8-diazaspiro[4.5]decan-2-yl)benzonitrile ClC1=C(C#N)C=CC(=C1)N1CC2(C[C@@H]1C)CCN(CC2)C2=CC=C(C=C2)C(=O)N2CCC(CC2)CN2CCC(CC2)C2=CC(=CC=C2)N[C@@H]2C(NC(CC2)=O)=O